3-[(3-chloro-2-methoxyphenyl)amino]-2-(6,7-dimethoxyquinolin-4-yl)-7-methyl-5H,6H,7H-pyrazolo[1,5-a]pyrazin-4-one ClC=1C(=C(C=CC1)NC=1C(=NN2C1C(NCC2C)=O)C2=CC=NC1=CC(=C(C=C21)OC)OC)OC